ClC=1C=C(C=CC1OC(F)F)NC(=O)N1C2CC=3C(=CNC(C3)=O)C1CC2 N-(3-chloro-4-(difluoromethoxy)phenyl)-3-oxo-3,5,6,7,8,9-hexahydro-2H-6,9-epiminocyclohepta[c]pyridine-10-carboxamide